3-(3-chloro-4-fluorophenyl)-1-cyclopropyl-1-(1-(1-oxo-1,2-dihydroisoquinolin-4-yl)ethyl)urea ClC=1C=C(C=CC1F)NC(N(C(C)C1=CNC(C2=CC=CC=C12)=O)C1CC1)=O